ClC=1C=C2C(=CNC2=CC1F)C1N(CCC2=CC(=CC=C12)C1=CC(=CC=C1)OC)C(=O)N (5-chloro-6-fluoro-1H-indol-3-yl)-6-(3-methoxyphenyl)-3,4-dihydroisoquinoline-2(1H)-carboxamide